(1R,2R,3aS,10aR)-2-chloro-5-fluoro-1-{(1E,3ξ)-3-[(2ξ)-2-(4-fluorophenyl)-2-oxetanyl]-3-hydroxy-1-propen-1-yl}-2,3,3a,9,10,10a-hexahydro-1H-benzo[b]cyclopenta[f]oxepin-6-carboxylic acid Cl[C@@H]1C[C@H]2[C@H](CCC3=C(O2)C(=C(C=C3)C(=O)O)F)[C@H]1\C=C\C(O)C1(OCC1)C1=CC=C(C=C1)F